BrC=1C(=C(SC1)C(=O)O)OC1CCCC1 4-bromo-3-(cyclopentyloxy)thiophene-2-carboxylic acid